C(C)(C)(C)OC(=O)N1CCC2(CC1)N(C1=CC=CC=C1C2=O)C 1-methyl-3-oxospiro[indoline-2,4'-piperidine]-1'-carboxylic acid tert-butyl ester